persulfate S(=O)(=O)([O-])OOS(=O)(=O)[O-]